FC=1C=C2CN(CC2=CC1)S(=O)(=O)C1=C(C=C(C=C1)C=1C=NNC1)OC 5-fluoro-2-((2-methoxy-4-(1H-pyrazol-4-yl)phenyl)sulfonyl)isoindoline